(3R)-6-[3-(4-chloro-3-methyl-phenyl)-1,2,4-oxadiazol-5-yl]-2,2-dimethyl-3,4-dihydropyrano[2,3-b]pyridin-3-ol ClC1=C(C=C(C=C1)C1=NOC(=N1)C=1C=C2C(=NC1)OC([C@@H](C2)O)(C)C)C